3-(6-(Chloromethyl)pyridazin-3-yl)piperidine-2,6-dione ClCC1=CC=C(N=N1)C1C(NC(CC1)=O)=O